benzyl (2R)-2-(3-bromo-2-fluoro-phenyl)-7-[2-[tert-butyl(dimethyl)silyl]oxyethylsulfonyl]-2,6,6-trimethyl-heptanoate BrC=1C(=C(C=CC1)[C@](C(=O)OCC1=CC=CC=C1)(CCCC(CS(=O)(=O)CCO[Si](C)(C)C(C)(C)C)(C)C)C)F